N-[4-methyl-3-(pyridin-4-yl)-1H-pyrazol-5-yl]acetamide CC=1C(=NNC1NC(C)=O)C1=CC=NC=C1